[2-(6-fluoro-4-methoxy-7-methylindol-3-yl)ethyl]dimethylamine FC1=CC(=C2C(=CNC2=C1C)CCN(C)C)OC